ClC1=C(C=C2C=C(N=CC2=C1)NC(=O)[C@H]1CC12CC2)N2CCN(CC2)[C@]2(COC[C@H]2F)C (S)-N-[7-chloro-6-[4-((3S,4S)-4-fluoro-3-methyl-tetrahydrofuran-3-yl)piperazin-1-yl]-3-isoquinolinyl]spiro[2.2]pentane-2-carboxamide